tert-butyl (2S,4R)-4-hydroxy-2-([1-[4-(4-methyl-1,3-thiazol-5-yl)phenyl]cyclopropyl]carbamoyl)pyrrolidine-1-carboxylate O[C@@H]1C[C@H](N(C1)C(=O)OC(C)(C)C)C(NC1(CC1)C1=CC=C(C=C1)C1=C(N=CS1)C)=O